benzyl (S)-4-(2-((tert-butoxycarbonyl) amino)-3-methoxy-3-oxopropyl)-1,4-diazepane-1-carboxylate C(C)(C)(C)OC(=O)N[C@@H](CN1CCN(CCC1)C(=O)OCC1=CC=CC=C1)C(=O)OC